C(C1=CC=CC=C1)C1(C(CCCC1C1=C(C=CC=C1)C(=O)C1=C(C=CC=C1)C1C(C(CCC1)(C1=CC=C(C=C1)N1CCOCC1)O)(CC1=CC=CC=C1)N(C)C)(O)C1=CC=C(C=C1)N1CCOCC1)N(C)C 2-benzyl-2-(dimethylamino)-1-[4-(4-morpholinyl) phenyl]-1-hydroxy-cyclohexylphenyl ketone